6-bromo-3,3a,8,8a-tetrahydro-2H-indeno[1,2-d]oxazol-2-one BrC1=CC=2CC3C(NC(O3)=O)C2C=C1